C1=CC(=CC=C1C(=O)C(=O)O)O The molecule is a member of phenols. It derives from a glyoxylic acid. It is a conjugate acid of a 4-hydroxyphenylglyoxylate.